OCC1=CC=C(C=CC2=NC3=C(C(=CC=C3C=C2)C(=O)O)O)C=C1 2-(4-hydroxymethyl-styryl)-8-hydroxyquinoline-7-carboxylic acid